2-(methylsulfanyl)pyridin CSC1=NC=CC=C1